C(C)(C)(C)OC(=O)N1CCC(CC1)(P(=O)(OC)OC)NC(=O)OCC1=CC=CC=C1 4-(benzyloxycarbonylamino)-4-dimethoxyphosphoryl-piperidine-1-carboxylic acid tert-butyl ester